BrC1=C(C(=O)N)C=C(C(=C1)OC)O 2-bromo-4-methoxy-5-hydroxybenzamide